racemic-(E)-N-(4-(8-(4-chloro-2-methyl-6-(trifluoromethyl)-2H-indazol-5-yl)indolizine-3-carbonyl)-2,6-difluorophenyl)-4-(((1r,4r)-4-methoxycyclohexyl)amino)but-2-enamide ClC=1C2=CN(N=C2C=C(C1C1=CC=CN2C(=CC=C12)C(=O)C1=CC(=C(C(=C1)F)NC(\C=C\CNC1CCC(CC1)OC)=O)F)C(F)(F)F)C